F[C@@H]1CC=2N(C(NC2C(C(=O)OCC)N2N=C3C=C(C=C(C3=C2)F)I)=S)C1 ethyl 2-((R)-6-fluoro-3-thioxo-2,5,6,7-tetrahydro-3H-pyrrolo[1,2-c]imidazol-1-yl)-2-(4-fluoro-6-iodo-2H-indazol-2-yl)acetate